NC1=NC(N(C=C1)[C@@H]1O[C@@H]([C@H]([C@H]1OCCN)O)CO)=O 4-amino-1-((2R,3R,4R,5R)-3-(2-aminoethoxy)-4-hydroxy-5-(hydroxymethyl)tetrahydrofuran-2-yl)pyrimidin-2(1H)-one